FC1=C(C=C(C=C1)NC(=O)[C@]12[C@H]3C[C@@H]([C@@H]([C@@]2(C1)C=1C(=NN(C1)C)C(F)(F)F)O3)O)C(F)(F)F |r| rac-(1r,2r,4s,5r,6s)-N-(4-fluoro-3-(trifluoromethyl)phenyl)-6-hydroxy-4-(1-methyl-3-(trifluoromethyl)-1H-pyrazol-4-yl)-8-oxatricyclo[3.2.1.02,4]octane-2-carboxamide